FC1=C(CC=2C=C3C(=NC2)C(CN3)(C)C)C=CC(=C1)F 6-(2,4-difluorobenzyl)-3,3-dimethyl-2,3-dihydro-1H-pyrrolo[3,2-b]pyridine